(S)-N-(1-(4-(3-(2-chloro-7-(1-methoxyethyl)pyrazolo[1,5-a]pyrimidin-6-yl)ureido)-2-(trifluoromethyl)phenyl)-1H-pyrazol-4-yl)-3,3-dimethylazetidine-1-carboxamide ClC1=NN2C(N=CC(=C2[C@H](C)OC)NC(NC2=CC(=C(C=C2)N2N=CC(=C2)NC(=O)N2CC(C2)(C)C)C(F)(F)F)=O)=C1